C(C1=CC=CC=C1)NCCCC[C@H]1C(N(C[C@@H]2N(O[C@@H](C(N21)=O)CC(C)C)C(\C=C\C2=NC=CC=C2)=O)C2CCN(CC2)C)=O (3R,6S,9aS)-6-(4-(benzylamino)butyl)-3-isobutyl-8-(1-methylpiperidin-4-yl)-1-((E)-3-(pyridin-2-yl)acryloyl)tetrahydropyrazino[2,1-c][1,2,4]oxadiazine-4,7(3H,6H)-dione